COC1=CC2=CC3=C(C(OC3)=O)C(=C2C=C1OC)C=1C=NC(=CC1)N(C=1SC(=NN1)C)C 6,7-dimethoxy-9-(6-(methyl(5-methyl-1,3,4-thiadiazol-2-yl)amino)pyridin-3-yl)naphtho[2,3-c]furan-1(3H)-one